N1(CCC=CC1)C(=O)[O-] 2,6-dihydropyridine-1-carboxylate